ClC1=CC(=CN=N1)N1CCC(CC1)(C(=O)OC)C1=C(C=CC=C1)OC Methyl 1-(6-chloropyridazin-4-yl)-4-(2-methoxyphenyl)piperidine-4-carboxylate